C(C1CO1)OC1=CC(=CC=C1)OCC1CO1 1,3-di-glycidoxybenzene